4-{[8'-(3-fluoroazetidin-1-yl)-4'H-spiro[cyclopropane-1,5'-naphtho[2,1-d][1,2]oxazol]-3'-yl]sulfamoyl}-3,5-dimethoxy-N-methylbenzamide FC1CN(C1)C1=CC=C2C3(CC=4C(=NOC4C2=C1)NS(=O)(=O)C1=C(C=C(C(=O)NC)C=C1OC)OC)CC3